(5-{4-[(4-fluorobenzoyl)oxy]benzylidene}-4-oxo-2-thioxo-1,3-thiazolidin-3-yl)acetic acid FC1=CC=C(C(=O)OC2=CC=C(C=C3C(N(C(S3)=S)CC(=O)O)=O)C=C2)C=C1